BrC1=CC(=C(C(=O)O)C=C1)C(CC)(CC)C(=O)O 4-Bromo-2-(3-carboxypentan-3-yl)benzoic acid